6-((1H-pyrazol-4-yl)ethynyl)-4-amino-N-(4-(methoxymethyl)phenyl)-7-(1-methylcyclopropyl)-7H-pyrrolo[2,3-d]pyrimidine-5-carboxamide N1N=CC(=C1)C#CC1=C(C2=C(N=CN=C2N)N1C1(CC1)C)C(=O)NC1=CC=C(C=C1)COC